The molecule is a member of the class of dioxolanes that is 1,3-dioxolane substituted at position 2 by 2-chloro-4-(4-chlorophenoxy)phenyl and 1,2,4-triazol-1-ylmethyl groups. A broad spectrum fungicide with novel broad-range activity used as a spray or seed treatment. It is moderately toxic to humans, mammals, birds and most aquatic organisms. It has a role as an environmental contaminant, a xenobiotic, an EC 1.14.13.70 (sterol 14alpha-demethylase) inhibitor and an antifungal agrochemical. It is an aromatic ether, a dioxolane, a member of triazoles, a cyclic ketal, a conazole fungicide and a triazole fungicide. CC1COC(O1)(CN2C=NC=N2)C3=C(C=C(C=C3)OC4=CC=C(C=C4)Cl)Cl